FC(C1=NN=C(S1)N1N=CC2=C(C=C(C=C12)S(=O)(=O)NC1(CC1)C#N)N1CCN(CC1)C(=O)N(C)CC)F [4-(1-[5-(difluoromethyl)(1,3,4-thiadiazol-2-yl)]-6-{[(cyanocyclopropyl)amino]sulfonyl}(1H-indazol-4-yl))piperazinyl]-N-ethyl-N-methylcarboxamide